C(C)(C)(C)OC(=O)N1CCC(CC1)N1C=C(C2=C1N=CN=C2Cl)I 4-(4-Chloro-5-iodo-7H-pyrrolo[2,3-d]pyrimidin-7-yl)piperidine-1-carboxylic acid tert-butyl ester